FC1(CN(CCC1)C1=NC(=CC(=N1)C(=O)NNC(C1=C(C=C(C=C1)I)N1CCC2(CC2)CC1)=O)C)F 2-(3,3-difluoropiperidin-1-yl)-N'-(4-iodo-2-(6-azaspiro[2.5]oct-6-yl)benzoyl)-6-methylpyrimidine-4-carbohydrazide